2-Amino-4-chloro-5-(ethylsulfonyl)phenol NC1=C(C=C(C(=C1)Cl)S(=O)(=O)CC)O